N-((4-(hydroxymethyl)-1-(4-(pentafluoro-λ6-sulfanyl)phenyl)-1H-indazol-3-yl)methyl)acrylamide OCC1=C2C(=NN(C2=CC=C1)C1=CC=C(C=C1)S(F)(F)(F)(F)F)CNC(C=C)=O